C(C=CC)OC1=CC=C(C=C1)N=NC1=CC=C(C=C1)C 1-(4-((but-2-en-1-yl)oxy)phenyl)-2-(p-tolyl)diazene